lithium perchlorate lithium salt [Li+].Cl(=O)(=O)(=O)[O-].[Li+].Cl(=O)(=O)(=O)[O-]